(R)-N-((S)-2-(dimethylamino)-3-(3-fluoro-4-hydroxyphenyl)propyl)-3-(pyridin-3-yl)-3-(1-(trifluoromethyl)cyclopropyl)propanamide CN([C@H](CNC(C[C@@H](C1(CC1)C(F)(F)F)C=1C=NC=CC1)=O)CC1=CC(=C(C=C1)O)F)C